BrC1=CC=C2C(=NN(C2=C1)C)N(CCC(=O)OCC)C(N)=O ethyl 3-[(6-bromo-1-methyl-indazol-3-yl)-carbamoyl-amino]propanoate